ClC=1C=CC(=C(C1)C(C(=O)O)N1C(C2=CC=CC=C2C1)=O)OC 2-(5-chloro-2-methoxyphenyl)-2-(1-oxoisoindol-2-yl)acetic acid